2-{4-[(1,4-dimethyl-1,4-diazepan-6-yl)amino]pyrido[3,4-d]pyridazin-1-yl}-5-(trifluoromethyl)phenol formate C(=O)OC1=C(C=CC(=C1)C(F)(F)F)C1=C2C(=C(N=N1)NC1CN(CCN(C1)C)C)C=NC=C2